C1(CCCCCCC1)C(C1=NC2=C(N1)C=CC(=C2F)CCC(=O)O)NC(=O)C=2C(=NOC2)C 3-(2-{cyclooctyl-[(3-methylisoxazole-4-carbonyl)amino]methyl}-4-fluoro-1H-benzimidazol-5-yl)propionic acid